BrC=1C=C(C=CC1)C(\C=C\CCCC)=O (E)-1-(3-bromophenyl)-2-hepten-1-one